O=C1NC(CCC1N1CC2=CC=C(C(=C2C1)F)C1(CCNCC1)O)=O 2-(2,6-dioxopiperidin-3-yl)-4-fluoro-5-(4-hydroxypiperidin-4-yl)isoindoline